COC1=CC=C(C2=C1NC(=N2)[NH-])N2CCOCC2 (7-methoxy-4-morpholin-4-yl-1H-benzoimidazol-2-yl)-amid